4-chloro-7-methyl-6,7-dihydro-5H-cyclopenta[b]pyridin ClC1=C2C(=NC=C1)C(CC2)C